2-acryloxytridecane C(C=C)(=O)OC(C)CCCCCCCCCCC